[I-].C(CCCCCCCCC)(=O)OC(CC1=CC=CC=C1)[N+]1(CCC=C(C1)C1=NSN=C1OCCCCCC)C 1-(1-(Decanoyloxy)-2-phenylethyl)-5-(4-(hexyloxy)-1,2,5-thiadiazol-3-yl)-1-methyl-1,2,3,6-tetrahydropyridin-1-ium iodide